C(C=C)(=O)NC(C(=O)O)CCCC (acrylamido)hexanoic acid